N-(2-(3-Fluoroazetidin-1-yl)pyrimidin-4-yl)-4-((2-hydroxyethyl)sulfonamido)-2-(6-azaspiro[2.5]octan-6-yl)benzamide FC1CN(C1)C1=NC=CC(=N1)NC(C1=C(C=C(C=C1)NS(=O)(=O)CCO)N1CCC2(CC2)CC1)=O